CN1C(=CC=2C1=CN=C(C2)NC(=O)C2CC2)C=2C(=NC(=NC2OC)OC)OC N-(1-methyl-2-(2,4,6-trimethoxypyrimidin-5-yl)-1H-pyrrolo[2,3-c]pyridin-5-yl)cyclopropane-1-carboxamide